ClC1=C(C(=CC=C1)F)NC(C1=C(C=C(C(=C1)F)C1=NC(=C(C=C1)Cl)O)O[C@H](C(F)(F)F)C)=O (S)-N-(2-chloro-6-fluorophenyl)-4-(5-chloro-6-hydroxypyridin-2-yl)-5-fluoro-2-((1,1,1-trifluoropropan-2-yl)oxy)benzamide